COC1=CC=C(C=C1)NC(CN(C1=NC(=NC=C1)C1=NC=CC=C1)C)=O N-(4-methoxyphenyl)-2-{methyl[2-(pyridin-2-yl)pyrimidin-4-yl]amino}acetamide